O=C1NC(CC[C@H]1N1C(N(C2=C1C=CC=C2NC2CCC(CC2)C(=O)N2C[C@@H](CC2)C(=O)O)C)=O)=O |&1:6| (3R)-1-[(1R,4R)-4-({1-[(3RS)-2,6-DIOXOPIPERIDIN-3-YL]-3-METHYL-2-OXO-1,3-BENZODIAZOL-4-YL}AMINO)CYCLOHEXANECARBONYL]PYRROLIDINE-3-CARBOXYLIC ACID